[N+](=O)([O-])P nitrophosphine